2-methoxy-5-((2-methylquinazolin-4-yl)amino)phenol COC1=C(C=C(C=C1)NC1=NC(=NC2=CC=CC=C12)C)O